C(CCC)C1=CC=C(C=C1)C1=CC=C(C=C1)CN1C(=NC=2N(C(N(C(C12)=O)C)=O)C)NCCO 7-((4'-butyl-[1,1'-biphenyl]-4-yl)methyl)-8-((2-hydroxyethyl)amino)-1,3-dimethyl-3,7-dihydro-1H-purine-2,6-dione